N1(CCCC1)CC1(CC1)CO (1-(pyrrolidin-1-ylmethyl)cyclopropyl)methanol